C(C)(C)(C)NC1=NC=C2N=C(N(C2=N1)C1CNCC1)NC1=CC(=CC=C1)C(F)(F)F N2-(tert-Butyl)-9-(pyrrolidin-3-yl)-N8-(3-(trifluoromethyl)phenyl)-9H-purine-2,8-diamine